5,6-dichloro-1-hexanol ClC(CCCCO)CCl